2-((2-acetamido-3,5-difluorophenyl)amino)-5-fluoropyridine C(C)(=O)NC1=C(C=C(C=C1F)F)NC1=NC=C(C=C1)F